2-((5-(9-(2-methoxyphenyl)-6,7,8,9-tetrahydrobenzo[4,5]imidazo[1,2-a]pyridin-2-yl)pyridin-2-yl)oxy)acetic acid COC1=C(C=CC=C1)C1CCCC=2N=C3N(C=C(C=C3)C=3C=CC(=NC3)OCC(=O)O)C21